C[C@@H]1COCCN1C1=NN2C(C(NC[C@@H]2C(F)(F)F)=O)=C1 (R)-2-((R)-3-methylmorpholino)-7-(trifluoromethyl)-6,7-dihydropyrazolo[1,5-a]pyrazin-4(5H)-one